methyl 2-((2-(((tert-butoxycarbonyl)(2-(6-methoxy-3-nitropyridin-2-yl)ethyl)amino)methyl)-4-fluorophenyl)amino)-4-chloro-5-fluoro-benzoate C(C)(C)(C)OC(=O)N(CCC1=NC(=CC=C1[N+](=O)[O-])OC)CC1=C(C=CC(=C1)F)NC1=C(C(=O)OC)C=C(C(=C1)Cl)F